FC(C(=O)OOC(C(C(F)(F)F)(OC(C(C(F)(F)F)(F)F)(F)F)F)=O)(C(F)(F)F)OC(C(C(F)(F)F)(F)F)(F)F bis(perfluoro-2-propoxypropionyl) peroxide